N1=CC=C(C=C1)OCCOC1=CC=NC=C1 1,2-di(4-pyridyloxy)ethane